2-(2-ethoxy)-ethoxyethyl-guanidin hydrochlorid Cl.CCOCCOCCNC(=N)N